Ethyl 1-amino-1H-imidazole-2-carboxylate NN1C(=NC=C1)C(=O)OCC